N[C@H]1[C@H]2[C@@H](N(C1)C1=CC3=C(C[C@H](CO3)NC(=O)C3=C(C=4C(=NC(=CC4)C)S3)N)C=C1)CCO2 N-[(3R)-7-[(3aS,6R,6aS)-6-amino-hexahydro-2H-furo[3,2-b]pyrrol-4-yl]-3,4-dihydro-2H-1-benzopyran-3-yl]-3-amino-6-methylthieno[2,3-b]pyridine-2-carboxamide